1-[[3-(1-hydroxyethyl)-6-[6-[(6-methylpyridazin-3-yl)amino]benzimidazol-1-yl]-2-pyridyl]oxymethyl]cyclopropanecarbonitrile OC(C)C=1C(=NC(=CC1)N1C=NC2=C1C=C(C=C2)NC=2N=NC(=CC2)C)OCC2(CC2)C#N